tert-Butyl (6-(allyloxy)-2-(5-((2R,8S)-2-(benzyloxy)-1,1,1-trifluoro-8-hydroxynonan-2-yl)-1,3,4-oxadiazol-2-yl)-5-(trifluoromethyl)pyridin-3-yl)carbamate C(C=C)OC1=C(C=C(C(=N1)C=1OC(=NN1)[C@@](C(F)(F)F)(CCCCC[C@H](C)O)OCC1=CC=CC=C1)NC(OC(C)(C)C)=O)C(F)(F)F